FC=1C(=CC(=NC1)NC1=NC=CC(=C1)CS(=O)(=O)C)C1=CC2=C(N(N=C2C(=C1)F)C)C(C)C 5-fluoro-4-(7-fluoro-3-isopropyl-2-methyl-2H-indazol-5-yl)-N-(4-((methylsulfonyl)methyl)pyridin-2-yl)pyridin-2-amine